FC(C1=NN=C(O1)C=1C=CC(=NC1)CN1N=NC(=C1)C1=CC=CC2=C1N=C(S2)N)F 1-((5-(5-(difluoromethyl)-1,3,4-oxadiazol-2-yl)pyridin-2-yl)methyl)-1H-1,2,3-triazol-4-yl-benzo[d]thiazol-2-amine